C(C)(C)(C)C=1C=C(CC2=C(C(=C(C(=C2C)CC2=CC(=C(C(=C2)C(C)(C)C)O)C(C)(C)C)C)CC2=CC(=C(C(=C2)C(C)(C)C)O)C(C)(C)C)C)C=C(C1O)C(C)(C)C 2,4,6-tris(3',5'-di-t-butyl-4'-hydroxybenzyl)trimethylbenzene